3-(2-bromo-4-fluoro-phenyl)sulfanyloxyoxetane BrC1=C(C=CC(=C1)F)SOC1COC1